N=1N(N=C2C1C=CC=C2)CC(=O)NC=2C=NC(=CC2)N2N=C(C=C2C2CC2)C(F)(F)F 2-(2H-benzo[d][1,2,3]triazol-2-yl)-N-{6-[5-cyclopropyl-3-(trifluoromethyl)-1H-pyrazol-1-yl]pyridin-3-yl}acetamide